O-Nitroaniline C1=CC=C(C(=C1)N)[N+](=O)[O-]